N[C@@H]1[C@H]([C@@H]([C@H]([C@@H](C1)N)O)O)O[C@H]1O[C@@H](CC[C@H]1N)[C@H](C)N (1S,2R,3R,4S,6R)-4,6-diamino-3-(((2R,3R,6S)-3-amino-6-((S)-1-aminoethyl)tetrahydro-2H-pyran-2-yl)oxy)cyclohexane-1,2-diol